5-benzylsulfanyl-4-(2-chlorophenyl)-2-methoxy-pyridine C(C1=CC=CC=C1)SC=1C(=CC(=NC1)OC)C1=C(C=CC=C1)Cl